2-(difluoromethoxy)-3-methyl-benzenesulfonyl chloride FC(OC1=C(C=CC=C1C)S(=O)(=O)Cl)F